(3-methoxy-2-(trifluoromethyl)phenyl)propan-1-amine HCl salt Cl.COC=1C(=C(C=CC1)C(CC)N)C(F)(F)F